Cl.FC(C=1C=NC(=NC1)N1CCC(CC1)N)(F)F 1-[5-(trifluoromethyl)pyrimidin-2-yl]Piperidin-4-amine hydrochloride